C1(=C(C=CC=C1)C1=C(C2=C(OC3=C2C=CC=C3)C=C1)C1=C(C=CC=C1)C1=NN=NC(=C1C1=CC=CC=C1)C1=CC=CC=C1)C1=CC=CC=C1 biphenylyl[(diphenyltriazinyl)phenyl]dibenzofuran